BrC1=CC=C(C=C1)C=1N=NN(N1)CC=1C=C(N(N1)C1CC1)C(=O)NC1=C(C=C(C=C1C(NC)=O)Cl)C 5-[[5-(4-bromophenyl)tetrazol-2-yl]methyl]-N-[4-chloro-2-methyl-6-(methylcarbamoyl)phenyl]-2-cyclopropyl-pyrazole-3-carboxamide